(2R,3S,4S)-4-hydroxy-2-{[4'-(trifluoromethyl)-[1,1'-biphenyl]-4-yl]methyl}pyrrolidin-3-yl N-(1,2,3,4-tetrahydroisoquinolin-6-ylmethyl)carbamate C1NCCC2=CC(=CC=C12)CNC(O[C@H]1[C@H](NC[C@@H]1O)CC1=CC=C(C=C1)C1=CC=C(C=C1)C(F)(F)F)=O